5-fluoro-6-(2-fluoroethoxy)-2-methoxy-pyridin-3-amine FC=1C=C(C(=NC1OCCF)OC)N